1,2-dimethyl-5-[7-{[(3R)-3-methyl-3,4-dihydroisoquinolin-2(1H)-yl]carbonyl}-2-(phenylacetyl)-1,2,3,4-tetrahydroisoquinolin-6-yl]-N,N-diphenyl-1H-pyrrole-3-carboxamide CN1C(=C(C=C1C=1C=C2CCN(CC2=CC1C(=O)N1CC2=CC=CC=C2C[C@H]1C)C(CC1=CC=CC=C1)=O)C(=O)N(C1=CC=CC=C1)C1=CC=CC=C1)C